4-(6-(4-amino-4-methylpiperidin-1-yl)pyridin-3-yl)-6-ethoxypyrazolo[1,5-a]pyridine-3-carbonitrile NC1(CCN(CC1)C1=CC=C(C=N1)C=1C=2N(C=C(C1)OCC)N=CC2C#N)C